C(C)(=O)C=1C=C(C=C2C(C(N(CC12)N1CCC(CC1)(C)C)C)=O)F 8-acetyl-2-(4,4-dimethylpiperidin-1-yl)-6-fluoro-3-methylisoquinolin-4(3H)-one